tert-butyl 2-(2-amino-5-(trifluoromethyl) phenyl)acetate NC1=C(C=C(C=C1)C(F)(F)F)CC(=O)OC(C)(C)C